FC=1C=C2C(=NC1)N(C=C2C2=NN1C(C(=N2)N[C@@H]2[C@H](C3CCC2CC3)C(=O)OCC)=C(C=C1)C=C)S(=O)(=O)C1=CC=C(C)C=C1 Ethyl (1R,2S,3S,4R)-3-((2-(5-fluoro-1-tosyl-1H-pyrrolo[2,3-b]pyridin-3-yl)-5-vinylpyrrolo[2,1-f][1,2,4]triazin-4-yl)amino)bicyclo[2.2.2]octane-2-carboxylate